BrC=1C=C(C(=O)NC2=CC=C(C=C2)OC(F)(F)Cl)C=C(C1NC(C)C)NC([C@H](C)O)=O (S)-3-bromo-N-(4-(chlorodifluoromethoxy)phenyl)-5-(2-hydroxypropionamido)-4-(isopropylamino)benzamide